3-(pyrrolidin-3-yl)propanoic acid N1CC(CC1)CCC(=O)O